N[C@H](C(=O)N1C[C@H]2[C@@H]([C@H]1C(=O)O)CCC2)C(C)C (3S,3aS,6aR)-2-[(2S)-2-amino-3-methyl-butanoyl]-3,3a,4,5,6,6a-hexahydro-1H-cyclopenta[c]pyrrole-3-carboxylic acid